6,6-dimethyl-3-((7-(4-methyl-3-((S)-2-methylpiperazine-1-carbonyl)-6-(trifluoromethyl)pyridin-2-yl)thieno[3,2-b]pyridin-2-yl)methyl)-3-azabicyclo[3.1.0]hexane-2,4-dione dihydrochloride Cl.Cl.CC1(C2C(N(C(C12)=O)CC1=CC2=NC=CC(=C2S1)C1=NC(=CC(=C1C(=O)N1[C@H](CNCC1)C)C)C(F)(F)F)=O)C